tert-butyl (4-(2,4-dichlorophenyl)but-3-yn-2-yl)carbamate ClC1=C(C=CC(=C1)Cl)C#CC(C)NC(OC(C)(C)C)=O